CC1=C(C=CC=C1OC([2H])([2H])[2H])[C@H]1NCC[C@H]1N1CCN(C2(CC2)C1)C(=O)OC(C)(C)C tert-butyl 7-[(2R,3R)-2-[2-methyl-3-(trideuteriomethoxy)phenyl]pyrrolidin-3-yl]-4,7-diazaspiro[2.5]octane-4-carboxylate